Potassium (R)-7-ethyl-2-(2-fluoro-4-(3-hydroxypyrrolidine-1-carboxamido)phenyl)oxazolo[5,4-b]pyridine-5-carboxylate C(C)C1=C2C(=NC(=C1)C(=O)[O-])OC(=N2)C2=C(C=C(C=C2)NC(=O)N2C[C@@H](CC2)O)F.[K+]